benzyl ((R)-1-((1r,4R)-4-fluorocyclohexyl)-2-((4-(hydroxymethyl)pyridin-2-yl)amino)-2-oxoethyl)carbamate FC1CCC(CC1)[C@H](C(=O)NC1=NC=CC(=C1)CO)NC(OCC1=CC=CC=C1)=O